C(C)(C)(C)[C@@H]1CC=2C=C(C(=NC2C=2N1C=C(C(C2)=O)C(=O)O)CO)OCCCOC (S)-6-(tert-butyl)-2-(hydroxymethyl)-3-(3-methoxypropoxy)-10-oxo-5,10-dihydro-6H-pyrido[1,2-H][1,7]naphthyridine-9-carboxylic acid